2-(1-(4-chlorophenyl)cyclopropyl)-4,4,5,5-tetramethyl-1,3,2-dioxaborolane ClC1=CC=C(C=C1)C1(CC1)B1OC(C(O1)(C)C)(C)C